C(C)(C)(C)OC(NC1=NC=C(C=C1C)NC(C(=O)N1[C@H](CCCC1)C=1C=C2C=NNC2=CC1)=O)=O.C(=C(C1=C(C(=C(C(=C1[2H])[2H])[2H])[2H])[2H])[2H])([2H])[2H] styrene-d8 Tert-butyl-N-[5-[[2-[(2R)-2-(1H-Indazol-5-yl)-1-piperidyl]-2-oxo-acetyl]amino]-3-methyl-2-pyridyl]carbamate